N=C(C(=O)[O-])CC(=O)[O-].[Na+].[Na+] sodium iminosuccinate